P(O)(=O)(OP(=O)(O)OP(=O)(O)O)OC[C@@H]1[C@H]([C@H]([C@@H](O1)N1C=NC=2C(=O)NC(N)=NC12)O)O Guanosin-5'-triphosphat